trans-4-((4-(2-Isopropylthiazol-5-yl)pyridin-2-yl)((trans-4-(5-methoxy-6-methylpyridin-2-yl)cyclohexyl)methyl)carbamoyl)cyclohexyl methylcarbamate CNC(O[C@@H]1CC[C@H](CC1)C(N(C[C@@H]1CC[C@H](CC1)C1=NC(=C(C=C1)OC)C)C1=NC=CC(=C1)C1=CN=C(S1)C(C)C)=O)=O